cis-3-methyl-1-(3-methyl-1,2,4-oxadiazol-5-yl)-N-(4-methyl-3-(1,2,4-triazin-3-yl)phenyl)-6-azabicyclo[3.1.1]heptane-6-carboxamide CC1CC2(N(C(C1)C2)C(=O)NC2=CC(=C(C=C2)C)C=2N=NC=CN2)C2=NC(=NO2)C